methylsulfanyl-8,8a,9,10,11,12-hexahydro-7-oxa-1,3,6,12a-tetraazabenzo[4,5]cyclohepta[1,2,3-de]naphthalene CSC=1N=C2C=3C(=NC=CC3N1)OCC1N2CCCC1